(tert-butyldimethylsiloxy)-[(dimethylsilyl)-butylamino]methyl-(vinyl)silane O([Si](C)(C)C(C)(C)C)[SiH](C=C)CN(CCCC)[SiH](C)C